ClC1=CC=C(C=C1)C1=CN(C=2N=CN=C(C21)N)C(C)C2=CC(=NO2)C2=CC(=CC=C2)OC 5-(4-Chlorophenyl)-7-{1-[3-(3-methoxyphenyl)-1,2-oxazol-5-yl]ethyl}-7H-pyrrolo[2,3-d]pyrimidin-4-amine